6-((9H-fluoren-9-yl)methyl) 2-(tert-butyl) (S)-8-(((2S,3R)-3-(benzyloxy)-1-(methylamino)-1-oxobutan-2-yl)carbamoyl)-2,6-diazaspiro[3.4]octane-2,6-dicarboxylate C(C1=CC=CC=C1)O[C@@H]([C@@H](C(=O)NC)NC(=O)[C@@H]1CN(CC12CN(C2)C(=O)OC(C)(C)C)C(=O)OCC2C1=CC=CC=C1C=1C=CC=CC21)C